C12(CC1)C=1C=CC=NC1C(NC2)=O 7,8-dihydro-6H-spiro[1,7-naphthyridine-5,1'-cyclopropan]-8-one